C12N(CC(C1)C2)C2=CC(=NC=C2)N2N=CC(=C2)S(=O)(=O)NC=2C(=CC=C1C=NN(C21)C)OC 1-(4-(2-azabicyclo[2.1.1]hexan-2-yl)pyridin-2-yl)-N-(6-methoxy-1-methyl-1H-indazol-7-yl)-1H-pyrazole-4-sulfonamide